O1CC[C@@H](C2=CC=CC=C12)NC(=O)C=1C=NC2=C(C(=NC=C2C1N1CCOCC1)OC)C1=CC(=CC(=C1)Cl)Cl N-[(4S)-chroman-4-yl]-8-(3,5-dichlorophenyl)-7-methoxy-4-(morpholin-4-yl)-1,6-naphthyridine-3-carboxamide